2-[(4-fluorophenoxy)methyl]-6-(4-methyl-3-pyridyl)imidazo[1,2-a]pyrimidine FC1=CC=C(OCC=2N=C3N(C=C(C=N3)C=3C=NC=CC3C)C2)C=C1